C1(=CC=C(C=C1)C1=C(C=2C3(C4=CC=CC=C4C2C(=C1)N)C1=CC=CC=C1C=1C=CC=CC13)C1=CC=C(C=C1)C1=CC=CC=C1)C1=CC=CC=C1 bis([1,1'-biphenyl]-4-yl)-9,9'-spirobi[9H-fluoren]-4-amine